FC1=C(CN)C=CC(=C1)F 2,4-difluoro-benzylamine